CC=1C=CC=2N(C1)N=CC2C2=C1CNC(C1=C(C=C2)NC2=NC=C(C=C2)N2CCNCC2)=O 4-(6-methylpyrazolo-[1,5-a]pyridin-3-yl)-7-[(5-piperazin-1-yl-2-pyridyl)amino]isoindolin-1-one